perfluoroheptyl-dimethylallylammonium iodide [I-].F[N+](C(C(=C(C(F)(F)F)C(F)(F)F)F)(F)F)(C(C(C(C(C(C(C(F)(F)F)(F)F)(F)F)(F)F)(F)F)(F)F)(F)F)F